P(=O)(OC(C)(C)C)(OC(C)(C)C)OCOC1=CC(=C2C(C=C(OC2=C1[C@@H]1[C@@H](CN(CC1)C)O)C1=C(C=CC=C1)Cl)=O)O di-tert-butyl (((2-(2-chlorophenyl)-5-hydroxy-8-((3S,4R)-3-hydroxy-1-methylpiperidin-4-yl)-4-oxo-4H-chromen-7-yl) oxy) methyl) phosphate